C(CCCC)C(=O)O pentylmethanoic acid